spiro[1H-pyrrolo[2,3-b]pyridine-3,6'-5,7-dihydro-cyclopenta[b]pyridine]-3'-carboxylic acid tetrahydrochloride Cl.Cl.Cl.Cl.N1=C2C(=CC(=C1)C(=O)O)CC1(C2)CNC2=NC=CC=C21